ClC=1C=C(C=CC1Cl)[C@@]1(CN(CC1)C(=O)OCC1=CC=CC=C1)NS(=O)(=O)C1=CC=C(C=C1)OC(F)(F)F (S)-benzyl 3-(3,4-dichlorophenyl)-3-((4-(trifluoromethoxy)phenyl)sulfonamido)pyrrolidine-1-carboxylate